Bis(2-tert-butyl-6-methyl-phenyl) methyl phosphite bis(2-tert-butyl-6-methyl-phenyl)methyl-phosphite C(C)(C)(C)C1=C(C(=CC=C1)C)C(C1=C(C=CC=C1C)C(C)(C)C)OP(O)O.P(OC1=C(C=CC=C1C)C(C)(C)C)(OC1=C(C=CC=C1C)C(C)(C)C)OC